[N+](=O)([O-])C1=NN(C=C1)C1=C(C(=O)O)C=CC=C1 2-(3-nitro-1H-pyrazol-1-yl)benzoic acid